COC(C1=CC(=C(C=C1)OC)CBr)=O 3-(bromomethyl)-4-methoxybenzoic acid methyl ester